COC1=C(C=CC(=C1)OC)CNC=1C2=C(N=CN1)N(C=C2C2=NN(C=C2)C)C=2C=C(C=NC2)CO [5-(4-{[(2,4-dimethoxyphenyl)methyl]amino}-5-(1-methyl-1H-pyrazol-3-yl)-7H-pyrrolo[2,3-d]pyrimidin-7-yl)pyridin-3-yl]methanol